ClC1=NC(=C2N=CN(C2=N1)C1OCCC1)NC(C)C=1OC=CC1 2-Chloro-6-(1-furan-2-ylethylamino)-9-(tetrahydrofuran-2-yl)purin